lysylpyridinium N[C@@H](CCCCN)C(=O)[N+]1=CC=CC=C1